5,6-diacetoxy-1-hexene C(C)(=O)OC(CCC=C)COC(C)=O